titanium tantalum strontium oxide [O-2].[Sr+2].[Ta+5].[Ti+4]